7-(Heptadeca-1,16-dien-9-yloxy)-7-oxoheptanoic acid C=CCCCCCCC(CCCCCCC=C)OC(CCCCCC(=O)O)=O